N[C@@H]1CN(CC[C@@H]1F)C=1N(C=2C(=NC=CC2)N1)CC1=CC=C(C#N)C=C1 4-((2-((3R,4S)-3-amino-4-fluoropiperidin-1-yl)-1H-imidazolo[4,5-b]pyridin-1-yl)methyl)benzonitrile